trimethylol((3,4,5-trimethoxyphenyl)ethyl)silane C(O)[Si](CCC1=CC(=C(C(=C1)OC)OC)OC)(CO)CO